FC1=C(C(=C(C(=C1C1=C2C=CC(C(=C3C=CC(=C(C=4C=CC(=C(C5=CC=C1N5)C5=C(C(=C(C(=C5F)F)F)F)F)N4)C4=C(C(=C(C(=C4F)F)F)F)F)N3)C3=C(C(=C(C(=C3F)F)F)F)F)=N2)F)F)F)F.[Ni] nickel tetrakis(pentafluorophenyl)porphyrin